3,3,5',5'-tetramethylbenzidine CC1=CC(=CC(=C1N)C)C2=CC(=C(C(=C2)C)N)C